(3S,5R,8R,9S,10S,13R,14S,16S,17R)-14-hydroxy-10,13-dimethyl-3-(4-methylpiperazine-1-carboxamido)-17-(2-oxo-2H-pyran-5-yl)hexadecahydro-1H-cyclopenta[a]phenanthren-16-yl acetate C(C)(=O)O[C@H]1C[C@@]2([C@@H]3CC[C@@H]4C[C@H](CC[C@@]4([C@H]3CC[C@@]2([C@H]1C=1C=CC(OC1)=O)C)C)NC(=O)N1CCN(CC1)C)O